[O].[Be].[V].CC=1N=C2C(=NC(=NC2=NC1C)N1C[C@@H](OCC1)C1=CC(=NC=C1)C)[C@@H]1C[C@H](C1)C(F)(F)F 6,7-dimethyl-2-((2S)-2-(2-methyl-4-pyridinyl)-4-morpholinyl)-4-(trans-3-(trifluoromethyl)cyclobutyl)pteridine vanadium-beryllium oxygen